C(CCCCCC#CCCCCCCCCC)(=O)O 7-heptadecynic acid